FC(OCC[C@H](C(=O)OC)O)F methyl (R)-4-(difluoromethoxy)-2-hydroxybutanoate